2,3,6-trimethylmorpholine CC1C(NCC(O1)C)C